((2-(5-fluoro-1-tolyl-1H-pyrrolo[2,3-b]pyridin-3-yl)-7-formylpyrrolo[2,1-f][1,2,4]triazin-4-yl)amino)bicyclo[2.2.2]octane-2-carboxylic acid ethyl ester C(C)OC(=O)C1C2(CCC(C1)CC2)NC2=NC(=NN1C2=CC=C1C=O)C1=CN(C2=NC=C(C=C21)F)C2=C(C=CC=C2)C